oxolo[4,5-g]isoquinoline O1C=CC=2C=C3C=CN=CC3=CC21